ethylcarbodiimide Hydrochloride Cl.C(C)N=C=N